trans-2-(2-(4-methoxybenzoyl)-1,3-dithian-2-yl)-3-phenyl-4-(o-tolyl)cyclobut-2-ene-1-carboxylic acid methyl ester COC(=O)[C@@H]1C(=C([C@H]1C1=C(C=CC=C1)C)C1=CC=CC=C1)C1(SCCCS1)C(C1=CC=C(C=C1)OC)=O